(R)-1-(2-Amino-7-azaspiro[3.5]nonan-7-yl)-2-(3-((4-(2-hydroxy-4-(trifluoromethyl)phenyl)-5,7-dihydrofuro[3,4-d]pyridazin-1-yl)amino)piperidin-1-yl)ethan-1-one NC1CC2(C1)CCN(CC2)C(CN2C[C@@H](CCC2)NC2=NN=C(C1=C2COC1)C1=C(C=C(C=C1)C(F)(F)F)O)=O